NC1=C(C(=NN1C=1C=C(N(N1)C)C(=O)OC)C(F)(F)F)C1=CC(=CC(=C1)C(F)(F)F)Cl methyl 5-[5-amino-4-[3-chloro-5-(trifluoromethyl)phenyl]-3-(trifluoromethyl)pyrazol-1-yl]-2-methyl-pyrazole-3-carboxylate